(S)-N-((3S,4S)-7-bromo-4-cyano-3,8-difluorochroman-4-yl)-2-methylpropane-2-sulfinamide BrC1=CC=C2[C@@]([C@@H](COC2=C1F)F)(C#N)N[S@@](=O)C(C)(C)C